C1=CC=2C3=C(OCCCN13)C=NC2N 8,9-dihydro-7H-6-oxa-4,9a-diazabenzo[cd]azulen-3-amine